5-bromonicotinic acid HCl salt Cl.BrC=1C=NC=C(C(=O)O)C1